C(C)(C)(C)C=1C=C(C=C(C1O)C(C)(C)C)C=CC(=O)OCC(COC(C=CC1=CC(=C(C(=C1)C(C)(C)C)O)C(C)(C)C)=O)(COC(C=CC1=CC(=C(C(=C1)C(C)(C)C)O)C(C)(C)C)=O)COC(C=CC1=CC(=C(C(=C1)C(C)(C)C)O)C(C)(C)C)=O pentaerythritol-tetra-[3-(3,5-di-tert-butyl-4-hydroxyphenyl) acrylate]